4-(6-(3-(benzyloxy)-1H-pyrazol-1-yl)-2-(2-(1-methyl-1H-pyrazol-4-yl)ethoxy)pyrimidin-4-yl)morpholine C(C1=CC=CC=C1)OC1=NN(C=C1)C1=CC(=NC(=N1)OCCC=1C=NN(C1)C)N1CCOCC1